N-(5-Bromo-2-(3-(dimethylamino)propoxy)pyridin-3-yl)-5-methylisoxazole-4-sulfonamide BrC=1C=C(C(=NC1)OCCCN(C)C)NS(=O)(=O)C=1C=NOC1C